5-chloro-4',4'-difluoro-2-({[(3S)-oxolan-3-ylmethyl]amino}methyl)-7,8-dihydro-6H-spiro[[1,3]oxazolo[5,4-f]quinazoline-9,1'-cyclohexane]-7-one ClC=1C=C2C(=C3C1NC(NC31CCC(CC1)(F)F)=O)OC(=N2)CNC[C@H]2COCC2